(7r,8s)-7,8-epoxy-2-methyl-17-octadecene CC(C)CCCC[C@@H]1[C@H](CCCCCCCCC=C)O1